(diphenyl-d9)(pyridine-d3) C1(C(C(C(C(C1)([2H])[2H])([2H])[2H])([2H])[2H])([2H])[2H])([2H])C1=C(C(=C(C(=N1)[2H])[2H])[2H])C1(C(C(C(C(C1)([2H])[2H])([2H])[2H])([2H])[2H])([2H])[2H])[2H]